C(C)OC(=O)C=1C=2N(N=CC1)C=C(N2)C2=CCCCC2 2-(cyclohex-1-en-1-yl)imidazo[1,2-b]pyridazine-8-carboxylic acid ethyl ester